2-(2-Ethoxyethoxy)ethylacrylat C(C)OCCOCCOC(C=C)=O